N-benzyl-3-{8-[(3R,5S)-3,5-dimethylpiperazin-1-yl]-1,5-naphthyridin-2-yl}benzene-1-sulfonamide hydrochloride Cl.C(C1=CC=CC=C1)NS(=O)(=O)C1=CC(=CC=C1)C1=NC2=C(C=CN=C2C=C1)N1C[C@H](N[C@H](C1)C)C